O1CCOC2=C1C=CC=C2C2=NC(=CC(=C2)NC(=O)[C@H]2C[C@H](CC2)N)OC (1R,3S)-3-Amino-cyclopentanecarboxylic acid [2-(2,3-dihydro-benzo[1,4]dioxin-5-yl)-6-methoxy-pyridin-4-yl]-amide